tert-butyl 2-[1-(5-bromopyridin-2-yl)piperidin-4-yl]acetate BrC=1C=CC(=NC1)N1CCC(CC1)CC(=O)OC(C)(C)C